C(C)OC1=NC=CC=C1C1=NC=2C(N(CC3(C2C=C1)CCNCC3)C(=O)OCC3=CC=CC=C3)=O benzyl 2'-(2-ethoxypyridin-3-yl)-8'-oxo-6'H-spiro[piperidine-4,5'-[1,7]naphthyridine]-7'(8'H)-carboxylate